N1[C@H](CCCC1)CO (R)-piperidin-2-ylcarbinol